F[C@@H]1CN(C[C@H]1O)C(=O)[O-] |r| racemic-trans-3-fluoro-4-hydroxypyrrolidine-1-carboxylate